C=1C=2N(CC=CN1)C=CC2 pyrrolo[1,2-a][1,4]diazepin